OC1=C2C([C@H]([C@@H](OC2=CC=C1)C1=CC(=C(C=C1)OC)O)OC)=O (trans)-5-hydroxy-2-(3-hydroxy-4-methoxyphenyl)-3-methoxychroman-4-one